N1(CCCC1)C1=C(C(=O)N2CCCC23CCN(CC3)C(=O)N3N=C(C=C3)C(=O)O)C=CC(=C1)C(F)(F)F 1-(1-(2-(pyrrolidin-1-yl)-4-(trifluoromethyl)benzoyl)-1,8-diazaspiro[4.5]decane-8-carbonyl)-1H-pyrazole-3-carboxylic acid